Methyl(triethyl)phosphonium C[P+](CC)(CC)CC